methyl (E)-4,4,4-trifluorobut-2-enoate FC(/C=C/C(=O)OC)(F)F